C(C)C=1C=NN2C1N=C(C=C2NCC2=C(C=CC=C2)F)NC[C@@H]2[C@H](CNCC2)O (3R,4R)-4-(((3-ethyl-7-((2-fluorobenzyl)amino)pyrazolo[1,5-a]pyrimidin-5-yl)amino)methyl)piperidin-3-ol